5-fluoro-N-((1,2,3,5,6,7-hexahydro-s-indacen-4-yl)carbamoyl)-1-hydroxy-1,3-dihydrobenzo[c][1,2]oxaborole-7-sulfonamide FC1=CC2=C(B(OC2)O)C(=C1)S(=O)(=O)NC(NC1=C2CCCC2=CC=2CCCC12)=O